1-benzyl-N-Boc-N,4-dimethyl-1,2,5,6-tetrahydropyridin-3-amine C(C1=CC=CC=C1)N1CC(=C(CC1)C)N(C)C(=O)OC(C)(C)C